CC1=C(C(NC(=C1)C)=O)CNC(=O)C=1C(=C(C=C(C1)C=1SC=CN1)N(C1CCC(CC1)NC(OC(C)(C)C)=O)CC)C tert-butyl ((1r,4r)-4-((3-(((4,6-dimethyl-2-oxo-1,2-dihydropyridin-3-yl)methyl)carbamoyl)-2-methyl-5-(thiazol-2-yl)-phenyl)-(ethyl)-amino)-cyclohexyl)-carbamate